C(\C=C\C=C\C=CCCCCCCC)(=O)N1CCCCC1 1-[(2E,4E,8Z)-tetradecatrienoyl]piperidine